ClC=1C(=NC(=NC1C(F)F)C)NCC1=CC=C(C=C1)OC1=CC=C(C=C1)C chloro-2-methyl-6-difluoromethyl-N-(4-(4-methylphenoxy)benzyl)pyrimidin-4-amine